6-((2-cyclopropyl-1H-pyrrolo[2,3-b]pyridin-5-yl)oxy)-1-methyl-2-((1-methyl-2-oxo-5-(trifluoromethyl)-1,2-dihydropyridin-3-yl)amino)-1H-imidazo[4,5-b]pyridine-7-carbonitrile C1(CC1)C1=CC=2C(=NC=C(C2)OC=2C(=C3C(=NC2)N=C(N3C)NC=3C(N(C=C(C3)C(F)(F)F)C)=O)C#N)N1